1-(3-amino-6-bromopyrazin-2-yl)-N-(1-methylpiperazin-4-yl)pyrazole-4-carboxamide ethyl-2-oxo-2-[(2S,5R)-2-(2-methoxy-4-pyridyl)-5-methyl-1-piperidyl]acetate C(C)OC(C(N1[C@@H](CC[C@H](C1)C)C1=CC(=NC=C1)OC)=O)=O.NC=1C(=NC(=CN1)Br)N1N=CC(=C1)C(=O)NN1CCN(CC1)C